O=C1N(C[C@@H](C1)CCC)[C@H](C(=O)N)CC (2S)-2-[(4R)-2-oxo-4-propyl-pyrrolidin-1-yl]butanamide